ClC1=NC(=C2N=CN(C2=N1)[C@@H]1O[C@@H]([C@H]([C@H]1O)O)CO)N1CC(C(C1)C1=CC=CC=C1)C1=CC=CC=C1 (2R,3R,4S,5R)-2-[2-chloro-6-(3,4-diphenylpyrrolidin-1-yl)purin-9-yl]-5-(hydroxymethyl)tetrahydrofuran-3,4-diol